COC1=C(C=CC(=N1)N1CCN(CC1)C(C)=O)B1OC(C(O1)(C)C)(C)C 1-(4-(6-methoxy-5-(4,4,5,5-tetramethyl-1,3,2-dioxaborolan-2-yl)pyridin-2-yl)piperazin-1-yl)ethan-1-one